(2S,5R)-5-(2-chlorophenyl)-1-(2'-(methylsulfonyl)-[1,1'-biphenyl]-4-carbonyl)pyrrolidine-2-carboxylic acid ClC1=C(C=CC=C1)[C@H]1CC[C@H](N1C(=O)C1=CC=C(C=C1)C1=C(C=CC=C1)S(=O)(=O)C)C(=O)O